1-[1-(3,3-difluoro-2H-benzofuran-6-yl)-5-methyl-pyrazol-3-yl]piperazine FC1(COC2=C1C=CC(=C2)N2N=C(C=C2C)N2CCNCC2)F